CN([C@H]1[C@@H](C1)NC=1OC=2C(=NC(=CC2)C2=C(C=C(C=C2C)C(F)(F)F)O)N1)C 2-[2-[[(1R,2R)-2-(Dimethylamino)cyclopropyl]amino]oxazolo[4,5-b]pyridin-5-yl]-3-methyl-5-(trifluoromethyl)phenol